methyl 2-[2-[(3R)-12-(2-hydroxyphenyl)-3-methyl-4,8,10,11-tetrazatricyclo[7.4.0.02,7]trideca-1(9),2(7),10,12-tetraen-4-yl]-5-(4-piperidyl)pyrimidin-4-yl]oxyacetate OC1=C(C=CC=C1)C=1N=NC=2NC=3CCN([C@@H](C3C2C1)C)C1=NC=C(C(=N1)OCC(=O)OC)C1CCNCC1